NC[C@H]([C@@H](O)[C@H]1[C@@H]([C@H](C[C@@](O1)(C(=O)O)OCCCCCCC(NCCOCC#C)=O)O)NC(CO)=O)O (2R,4S,5R,6R)-6-((1R,2R)-3-amino-1,2-dihydroxypropyl)-4-hydroxy-5-(2-hydroxyacetamido)-2-((7-oxo-7-((2-(prop-2-yn-1-yloxy)ethyl)amino)heptyl)oxy)tetrahydro-2H-pyran-2-carboxylic acid